2-(7-cyano-5-isopropoxy-1H-indol-2-yl)-5-methylthiazole-4-carboxylic acid C(#N)C=1C=C(C=C2C=C(NC12)C=1SC(=C(N1)C(=O)O)C)OC(C)C